1-(2-(tetrahydro-2H-pyran-4-yl)-5-(4,4,5,5-tetramethyl-1,3,2-dioxaborolan-2-yl)benzyl)pyrrolidine O1CCC(CC1)C1=C(CN2CCCC2)C=C(C=C1)B1OC(C(O1)(C)C)(C)C